(1R,4s)-4-(2-fluoro-5-(((3R,4R)-4-((4-fluoro-3-(pentafluoro-λ6-sulfaneyl)phenyl)carbamoyl)tetrahydro-2H-pyran-3-yl)carbamoyl)-4-methoxyphenoxy)-1-methylcyclohexane-1-carboxylic acid FC1=C(OC2CCC(CC2)(C(=O)O)C)C=C(C(=C1)OC)C(N[C@H]1COCC[C@H]1C(NC1=CC(=C(C=C1)F)S(F)(F)(F)(F)F)=O)=O